heptaceneOne C1(CC=CC2=CC3=CC4=CC5=CC6=CC7=CC=CC=C7C=C6C=C5C=C4C=C3C=C12)=O